benzyl (5aS,6S,9R)-2,12-dichloro-5a,6,7,8,9,10-hexahydro-5H-4-oxa-3,10a,11,13,14-pentaaza-6,9-methanonaphtho[1,8-ab]heptalene-14-carboxylate ClC=1C=C2N=C(N=C3C2=C(OC[C@@H]2[C@@H]4CC[C@H](CN32)N4C(=O)OCC4=CC=CC=C4)N1)Cl